(R,E)-N-(1-(3-(1-methyl-1H-pyrazol-4-yl)-5-(thiophen-2-yl)phenyl)ethyl)-2-(3-(2-(4-(methylamino)-4-oxobut-2-enoyl)hydrazineyl)-3-oxopropyl)benzamide CN1N=CC(=C1)C=1C=C(C=C(C1)C=1SC=CC1)[C@@H](C)NC(C1=C(C=CC=C1)CCC(=O)NNC(\C=C\C(=O)NC)=O)=O